2-(4-nitrophenoxy)benzonitrile [N+](=O)([O-])C1=CC=C(OC2=C(C#N)C=CC=C2)C=C1